C(CCCCCCCCCCCCCCCCC)(=O)[O-].[K+] potassium stearate salt